NC1=C(C#N)C(=CC(=C1)F)OCC1=CC=CC=C1 2-amino-6-(benzyloxy)-4-fluorobenzonitrile